(1S,2R,3R,5R)-3-((E)-2-(2-amino-3-bromoquinolin-7-yl)vinyl)-5-(4-amino-9H-pyrimido[4,5-b]indol-9-yl)cyclopentane-1,2-diol NC1=NC2=CC(=CC=C2C=C1Br)/C=C/[C@@H]1[C@H]([C@H]([C@@H](C1)N1C2=C(C3=CC=CC=C13)C(=NC=N2)N)O)O